CC1=CC(=NC(=C1)OC1CNCC1)NC1=CC2=C(C=N1)SC(=N2)C2=CC=C(C#N)C=C2 4-(6-{[4-Methyl-6-(pyrrolidin-3-yloxy)pyridin-2-yl]amino}-[1,3]thiazolo[5,4-c]pyridin-2-yl)benzonitrile